BrC=1C(N(C=CC1)CCO)=O 3-bromo-1-(2-hydroxyethyl)pyridin-2(1H)-one